CC(C(=O)N1[C@H](COC2=C(C1)C(=CC(=C2)C(=O)OC)F)C2=CC=CC=C2)(C)C methyl (3S)-4-(2,2-dimethylpropanoyl)-6-fluoro-3-phenyl-3,5-dihydro-2H-1,4-benzoxazepine-8-carboxylate